OC=1C(=NC=CC1OC)C(=O)N[C@@H](C)C=1SC(=NN1)C1=CC=C(C=C1)C(C)C (S)-3-hydroxy-N-(1-(5-(4-isopropylphenyl)-1,3,4-thiadiazol-2-yl)ethyl)-4-methoxypicolinamide